2-[3-(1,3-benzothiazol-2-ylamino)-4-methyl-5,6-dihydropyrrolo[2,3-c]pyridazin-7-yl]-5-[3-[2-fluoro-4-[3-(methylamino)prop-1-ynyl]phenoxy]propyl]thiazole-4-carboxylic acid S1C(=NC2=C1C=CC=C2)NC2=C(C1=C(N=N2)N(CC1)C=1SC(=C(N1)C(=O)O)CCCOC1=C(C=C(C=C1)C#CCNC)F)C